1-methyl-3-ethylpyridinium C[N+]1=CC(=CC=C1)CC